COC1=C(C=CC=C1)CC(=O)NN 2-methoxybenzeneacethydrazide